N-(azetidin-3-ylmethyl)-4-((2R,4r,6S)-2-cyano-7-((5-cyclopropyl-7-methyl-1H-indol-4-yl)methyl)-7-azaspiro[3.5]nonan-6-yl)benzamide N1CC(C1)CNC(C1=CC=C(C=C1)[C@@H]1CC2(CC(C2)C#N)CCN1CC1=C2C=CNC2=C(C=C1C1CC1)C)=O